2-nonoxy-5,6-dihydro-4H-1,3-oxazine C(CCCCCCCC)OC=1OCCCN1